3-[3-[difluoro-[4-(trifluoromethyl)phenyl]methyl]-1-bicyclo[1.1.1]pentanyl]azetidine FC(C12CC(C1)(C2)C2CNC2)(C2=CC=C(C=C2)C(F)(F)F)F